dipropylaminopropylamide myristate C(CCCCCCCCCCCCC)(=O)[O-].C(CC)N(CCC)CCC[NH-]